hydroxy-allysine ON[C@@H](CCCC=O)C(=O)O